N-((5-(5-(difluoromethyl)-1,3,4-oxadiazol-2-yl)pyridin-2-yl)methyl)-1-imino-N-phenylthiomorpholine-4-carboxamide 1-oxide FC(C1=NN=C(O1)C=1C=CC(=NC1)CN(C(=O)N1CCS(CC1)(=N)=O)C1=CC=CC=C1)F